COC1=CC(=C(C=2OCCNC21)[N+](=O)[O-])C(=O)OC methyl 5-methoxy-8-nitro-3,4-dihydro-2H-benzo[b][1,4]oxazine-7-carboxylate